ClC=1C(=NN2C1N=C(C(=C2)[C@H](C)N)C=2C=CC=1N(C2)C=CN1)C (S)-1-(3-chloro-5-(imidazo[1,2-a]pyridin-6-yl)-2-methylpyrazolo[1,5-a]pyrimidin-6-yl)ethan-1-amine